(S)-N-((3-chloro-1H-pyrrolo[2,3-b]pyridin-5-yl)methyl)-3-((3-fluoro-5-methylbenzyl)amino)-4-oxo-4,6,7,8-tetrahydropyrrolo[1,2-a]pyrazine-6-carboxamide ClC1=CNC2=NC=C(C=C21)CNC(=O)[C@@H]2CCC=1N2C(C(=NC1)NCC1=CC(=CC(=C1)C)F)=O